C(C1=CC=CC=C1)OC=1C=C(C=CC1OCC1=CC=CC=C1)CC(=O)N 3,4-dibenzyloxyphenylacetamide